C(#C)C1=C(C=CC=C1)C1=C(C=NC(=C1)C)C(=O)OC methyl 4-(2-ethynylphenyl)-6-methylpyridine-3-carboxylate